4-(4-((1R,5S)-3,8-diazabicyclo[3.2.1]octan-3-yl)-8-fluoro-2-(2-(pyridin-3-yl)ethoxy)pyrido[4,3-d]pyrimidin-7-yl)naphthalen-2-ol [C@H]12CN(C[C@H](CC1)N2)C=2C1=C(N=C(N2)OCCC=2C=NC=CC2)C(=C(N=C1)C1=CC(=CC2=CC=CC=C12)O)F